(2S,3S,4R,5R)-5-(2-(5-fluoropyridin-3-yl)-6-(((6-methylpyridin-2-yl)methyl)-amino)-9H-purin-9-yl)-3,4-dihydroxyl-N-methyltetrahydrothiophen-2-formamide FC=1C=C(C=NC1)C1=NC(=C2N=CN(C2=N1)[C@H]1[C@@H]([C@@H]([C@H](S1)C(=O)NC)O)O)NCC1=NC(=CC=C1)C